C(C(=C)C)(=O)OCC[Si](C)(OC)OC [β-(methacryloyloxy)ethyl]dimethoxy-methylsilane